FC1=CC=CC=2C3CC[C@@]4(C(\C(\[C@H](C4C3CCC12)CCC(=O)NC1=NC=CC(=C1)OC)=C/O)=O)C 3-((13S,15S,Z)-4-fluoro-16-(hydroxymethylene)-13-methyl-17-oxo-7,8,9,11,12,13,14,15,16,17-decahydro-6H-cyclopenta[a]phenanthren-15-yl)-N-(4-methoxypyridin-2-yl)propanamide